7-(6-(6-(difluoromethyl)imidazo[1,2-b]pyridazin-3-yl)pyrimidin-4-yl)-2,7-diazaspiro[4.5]decan-1-one FC(C=1C=CC=2N(N1)C(=CN2)C2=CC(=NC=N2)N2CC1(CCNC1=O)CCC2)F